N1=NC=CC=2OC(CNC21)=O pyridazinomorpholinone